5-[2-(2-{[methyl(oxo)phenyl-λ6-sulfanylidene]amino}phenyl)ethynyl]pyridine-2-carboxylic acid CS(C1=CC=CC=C1)(=O)=NC1=C(C=CC=C1)C#CC=1C=CC(=NC1)C(=O)O